NC=1SC2=C(N1)C(=CC=C2F)C=2N=CC=1C(=C3C(=NC1C2F)O[C@@H](CO3)C3(CC3)CN3CCOCC3)N3CCOC[C@@H](C3)NC(C=C)=O N-((R)-4-((R)-7-(2-amino-7-fluorobenzo[d]thiazol-4-yl)-6-fluoro-3-(1-(morpholinomethyl)cyclopropyl)-2,3-dihydro-[1,4]dioxino[2,3-b][1,6]naphthyridin-10-yl)-1,4-oxazepan-6-yl)acrylamide